Cl.Cl.N[C@@H]1[C@H](CN(CC1)C1=NC=C(C=C1)C=1C=2N(C=C(C1)OCC)N=CC2Cl)O (3S,4S)-4-amino-1-(5-(3-chloro-6-ethoxypyrazolo[1,5-a]pyridin-4-yl)pyridin-2-yl)piperidin-3-ol dihydrochloride